2-(6-(((1S,4S,5S,6R)-6-fluoro-1-methyl-2-azabicyclo[2.2.1]heptan-5-yl)(methyl)amino)pyridazin-3-yl)-5-(2-methoxypyridin-4-yl)phenol F[C@@H]1[C@H]([C@@H]2CN[C@]1(C2)C)N(C2=CC=C(N=N2)C2=C(C=C(C=C2)C2=CC(=NC=C2)OC)O)C